N-(3-Cyano-4-fluorophenyl)-6,7,10,11-tetrahydro-5H-pyridazino[3,4-c]pyrido-[4',3':3,4]pyrazolo[1,5-a]azepine-12(13H)-carboxamide C(#N)C=1C=C(C=CC1F)NC(=O)N1CC=2C(=NN3C2C2=C(CCC3)C=CN=N2)CC1